OC=1C=C2CCN(CC2=CN1)C(=O)C1COCCC1 (6-hydroxy-3,4-dihydro-2,7-naphthyridin-2(1H)-yl)(tetrahydro-2H-pyran-3-yl)methanone